NC=1C=C(C=CC1Cl)C(CC(=O)OC(C)(C)C)=C1CCC1 tert-Butyl 3-(3-amino-4-chlorophenyl)-3-cyclobutylidenepropanoate